4-(4-(((2-(2,6-dioxopiperidin-3-yl)-1,3-dioxoisoindolin-5-yl)methyl)(methyl)amino)piperidin-1-yl)-N-(4-methyl-3-((4-(pyridin-3-yl)pyrimidin-2-yl)amino)phenyl)benzamide O=C1NC(CCC1N1C(C2=CC=C(C=C2C1=O)CN(C1CCN(CC1)C1=CC=C(C(=O)NC2=CC(=C(C=C2)C)NC2=NC=CC(=N2)C=2C=NC=CC2)C=C1)C)=O)=O